6-{5-chloro-2-[(oxan-4-yl)amino]pyrimidin-4-yl}-2-[(oxolan-2-yl)methyl]-2,3-dihydro-1H-isoindol-1-one ClC=1C(=NC(=NC1)NC1CCOCC1)C1=CC=C2CN(C(C2=C1)=O)CC1OCCC1